8-((2-(2,6-dioxopiperidin-3-yl)-1-oxoisoindolin-4-yl)oxy)octanoic acid tert-butyl ester C(C)(C)(C)OC(CCCCCCCOC1=C2CN(C(C2=CC=C1)=O)C1C(NC(CC1)=O)=O)=O